N-(2-methoxybenzyl)aniline COC1=C(CNC2=CC=CC=C2)C=CC=C1